(3-fluoro-4-methoxypyridin-2-yl)methanamine hydrochloride Cl.FC=1C(=NC=CC1OC)CN